NC1=CC(=NC(=N1)NCC1CCC(CC1)CNCCCNC1CCCCC1)N1CCN(CC1)CCP(O)(O)=O 2-[4-[6-amino-2-[[4-[[3-(cyclohexylamino)propylamino]methyl]cyclohexyl]methylamino]pyrimidin-4-yl]piperazin-1-yl]ethylphosphonic acid